2-(1H-PYRAZOL-1-YL)PROPANOIC ACID N1(N=CC=C1)C(C(=O)O)C